C1CCC2=C(C=3CCCC3C=C12)NC(=O)N1N(C2=CC=CC=C2C1)C (R)-N'-((1,2,3,5,6,7-hexahydro-s-indacen-4-yl)carbamoyl)-1-methyl-1H-indazole